BrC1=CC=C(C=C1)C(C1CN(CC1)C(=O)OC(C)(C)C)(F)F tert-butyl 3-[(4-bromophenyl)-difluoro-methyl]pyrrolidine-1-carboxylate